3,4-(methylenedioxy)mandelic acid C1OC2=C(O1)C=C(C=C2)C(C(=O)O)O